6-(2-chloro-5-fluoropyrimidin-4-yl)-8-fluoro-4-isopropyl-2H-1,4-benzoxazin-3-one ClC1=NC=C(C(=N1)C=1C=C(C2=C(N(C(CO2)=O)C(C)C)C1)F)F